7,7-dimethyl-1,4-dioxaspiro[4.5]decan-8-one CC1(CC2(OCCO2)CCC1=O)C